C(C)(C)(C)[S@@](=O)\N=C(/C)\C=1C(=C(C=CC1)C(C1CC2CCC(C1)N2C(=O)OC(C)(C)C)(F)F)F tert-butyl 3-((3-((E)-1-(((R)-tert-butylsulfinyl)imino)ethyl)-2-fluorophenyl)difluoromethyl)-8-azabicyclo[3.2.1]-octane-8-carboxylate